BrCC1=C(C=NN(C1=O)C(C(=O)OCC)C)Cl ethyl 2-[5-(bromomethyl)-4-chloro-6-oxo-pyridazin-1-yl]propanoate